(R)-3-hydroxy-3-methylpiperidin O[C@]1(CNCCC1)C